1,1-bis-(4-hydroxyphenyl)cyclohexane ethyl-(E)-3-(1-(4-(trifluoromethyl)phenyl)imidazo[1,5-a]pyridin-3-yl)acrylate C(C)OC(\C=C\C1=NC(=C2N1C=CC=C2)C2=CC=C(C=C2)C(F)(F)F)=O.OC2=CC=C(C=C2)C2(CCCCC2)C2=CC=C(C=C2)O